ethyl (S)-2-(methoxymethyl)-1-methyl-5-(2-oxo-2-((1,1,1-trifluoroprop-2-yl) amino) acetyl)-1H-pyrrole-3-carboxylate COCC=1N(C(=CC1C(=O)OCC)C(C(N[C@H](C(F)(F)F)C)=O)=O)C